The molecule is a glycosylglucopyranuronic acid consisting of beta-D-xylopyranose and beta-D-glucopyranuronic acid residues joined in sequence by a (1->4) glycosidic bond. It is a monocarboxylic acid and a glycosylglucopyranuronic acid. It derives from a beta-D-glucuronic acid and a beta-D-xylose. C1[C@H]([C@@H]([C@H]([C@@H](O1)O[C@H]2[C@@H]([C@H]([C@@H](O[C@@H]2C(=O)O)O)O)O)O)O)O